C1(=CC=C(C=C1)C[C@H](NC(C(C(=O)NCC1=CC(=CC=C1)OC)CC1=CC=CC=C1)=O)B(O)O)C1=CC=CC=C1 ((1R)-2-([1,1'-biphenyl]-4-yl)-1-(2-benzyl-3-((3-methoxybenzyl)amino)-3-oxopropanamido)ethyl)boronic acid